3-tert-butyldimethylsilyloxy-16-(p-toluenesulfinyl)-estra-1,3,5(10)-triene-17-one [Si](C)(C)(C(C)(C)C)OC1=CC=2CC[C@H]3[C@@H]4CC(C([C@@]4(C)CC[C@@H]3C2C=C1)=O)S(=O)C1=CC=C(C)C=C1